rac-N-[(3S,4R)-7-methyl-4-({[(1s,4S)-4-(2-methylphenyl)cyclohexyl]oxy}methyl)-6-oxo-1,3,4,6-tetrahydro-2H-quinolizin-3-yl]cyclopropanesulfonamide CC=1C(N2[C@H]([C@H](CCC2=CC1)NS(=O)(=O)C1CC1)COC1CCC(CC1)C1=C(C=CC=C1)C)=O |r|